5-chloro-2-(4-chlorophenyl)-7-(trifluoromethyl)[1,2,4]triazolo[1,5-c]quinazoline ClC1=NC=2C(=CC=CC2C=2N1N=C(N2)C2=CC=C(C=C2)Cl)C(F)(F)F